Didecyl-dimethylammonium chlorine [Cl+].C(CCCCCCCCC)[N+](C)(C)CCCCCCCCCC